7,8-difluoro-3-nitroquinolin-2(1H)-one FC1=CC=C2C=C(C(NC2=C1F)=O)[N+](=O)[O-]